ClC=1C=C2C(=NC1OC)C(=C(N2C)C=2NC(=NN2)[C@H](C(F)(F)F)O)N2C=NC=C2 (R)-1-(5-(6-chloro-3-(1H-imidazol-1-yl)-5-methoxy-1-methyl-1H-pyrrolo[3,2-b]-pyridin-2-yl)-4H-1,2,4-triazol-3-yl)-2,2,2-trifluoroethan-1-ol